COC1=CC=C(C(C2=CC=C(C=C2)OC)(C2=CC=CC=C2)Cl)C=C1 4,4'-bismethoxytrityl chloride